CC12CC(C1)(C2)C(CC(=S)N2CCN(CC2)C(=O)OC(C)(C)C)=O tert-butyl 4-[3-(3-methyl-1-bicyclo[1.1.1]pentanyl)-3-oxo-propanethioyl]piperazine-1-carboxylate